COC1=C(C=CC(=C1)C=1OC2=CC(=CC(=C2C(C1)=O)O)O)[O-] 2-methoxy-4-(5,7-dihydroxy-4-oxo-4H-chromen-2-yl)phenolate